Methyl (1S,3R)-1-(5-(((S)-1-(3-fluoropropyl)pyrrolidin-3-yl)oxy)pyridin-2-yl)-3-methyl-2-(2,2,2-trifluoroethyl)-1,2,3,4-tetrahydroisoquinoline-6-carboxylate FCCCN1C[C@H](CC1)OC=1C=CC(=NC1)[C@H]1N([C@@H](CC2=CC(=CC=C12)C(=O)OC)C)CC(F)(F)F